C1OCCN2[C@H]1CN(CC2)C(C)=O 1-[(9aS)-3,4,6,7,9,9a-Hexahydro-1H-pyrazino[2,1-c][1,4]oxazin-8-yl]ethanone